FC1=CC=C(C=C1)N1C[C@H](CC1)N1N=CC(=C1)CNC(OC(C)(C)C)=O tert-butyl (S)-((1-(1-(4-fluorophenyl)pyrrolidin-3-yl)-1H-pyrazol-4-yl)methyl)carbamate